O=C(C(=O)O)C(C(=O)O)=O 2,3-dioxo-succinic acid